2-((3-bromo-1-methyl-1H-pyrazol-4-yl)methyl)-6-(isopropoxymethyl)imidazo[1,2-a]pyrazine BrC1=NN(C=C1CC=1N=C2N(C=C(N=C2)COC(C)C)C1)C